2-{3-[(3S)-3-cyclopropylpiperazin-1-yl]-1,2,4-triazin-6-yl}-5-(1-methyl-1H-pyrazol-4-yl)phenol C1(CC1)[C@H]1CN(CCN1)C=1N=NC(=CN1)C1=C(C=C(C=C1)C=1C=NN(C1)C)O